COC=1C=C2C(=NC(=NC2=CC1OC)C)N[C@H](C)C1=CC(=CC=C1)C=1C=NC=NC1 6,7-dimethoxy-2-methyl-N-{(1R)-1-[3-(pyrimidin-5-yl)phenyl]-ethyl}quinazolin-4-amine